O=C1N(C(C2=CC=CC=C12)=O)C=1C=C(C(=O)O)C=CC1F 3-(1,3-dioxoisoindolin-2-yl)-4-fluorobenzoic acid